C(C)(C)(C)OC(=O)N1CCN(CC1)C1=CC=C(C=C1)C(C(=O)OC)CCC#N 4-(4-(4-cyano-1-methoxy-1-oxobutan-2-yl)phenyl)piperazine-1-carboxylic acid tert-butyl ester